ClC=1C=C(C=CC1C1C(NC(CC1)=O)=O)N1C[C@@H](N(CC1)C(=O)OC(C)(C)C)C 1-Tert-butyl (2S)-4-[3-chloro-4-(2,6-dioxo-3-piperidyl)phenyl]-2-methyl-piperazine-1-carboxylate